C1=CC=C(C(=C1)/C=C/C(=O)[O-])O[C@H]2[C@@H]([C@H]([C@@H]([C@H](O2)CO)O)O)O The molecule is the conjugate base of trans-beta-D-glucosyl-2-hydroxycinnamic acid; major species at pH 7.3. It is a conjugate base of a trans-beta-D-glucosyl-2-hydroxycinnamic acid.